3-[[(1R)-1-[3,6-Dimethyl-2-(1-methylindazol-3-yl)-4-oxo-chromen-8-yl]ethyl]amino]pyridine-2-carboxylic acid CC1=C(OC2=C(C=C(C=C2C1=O)C)[C@@H](C)NC=1C(=NC=CC1)C(=O)O)C1=NN(C2=CC=CC=C12)C